C(C)(C)(C)OC(=O)NC(C(=O)OC(CC1=CC=C(C=C1)Cl)(C)C)C(CC)C 1-(4-chlorophenyl)-2-methylpropan-2-yl 2-(tert-butoxycarbonylamino)-3-methylpentanoate